COC(C1=CC=C(C=C1)[C@@H]1CN(C[C@@H](C1)NC=1C=NN(C(C1C1CC1)=O)C)C)=O.C(C1=CC=CC=C1)OC1=CC(=CC=C1)Br 1-(benzyl-oxy)-3-bromobenzene methyl-4-[(3R,5R)-5-[(5-cyclopropyl-1-methyl-6-oxo-pyridazin-4-yl)amino]-1-methyl-3-piperidyl]benzoate